2-amino-7-cyclopentyl-4-(dimethylamino)-N,N-dimethyl-7H-pyrrolo[2,3-d]pyrimidine-6-carboxamide NC=1N=C(C2=C(N1)N(C(=C2)C(=O)N(C)C)C2CCCC2)N(C)C